hexyl-3-aminopropylimidazole tetrafluoroborate F[B-](F)(F)F.C(CCCCC)C=1N=C(NC1)CCCN